2-allylthio-1-(2-nitrophenyl)ethane-1-one C(C=C)SCC(=O)C1=C(C=CC=C1)[N+](=O)[O-]